(R)-tert-butyl (1-(4-bromophenyl)-2-((tert-butyldimethylsilyl)oxy)ethyl)carbamate BrC1=CC=C(C=C1)[C@H](CO[Si](C)(C)C(C)(C)C)NC(OC(C)(C)C)=O